(R)-1-(2-Fluoro-4-(6-(2-(1-(3-(trifluoromethoxy)phenyl)-1H-imidazol-4-yl)acetamido)pyridazin-3-yl)butyl)-N-methyl-1H-1,2,3-triazol-4-carboxamid F[C@@H](CN1N=NC(=C1)C(=O)NC)CCC=1N=NC(=CC1)NC(CC=1N=CN(C1)C1=CC(=CC=C1)OC(F)(F)F)=O